CC(CCCO)CC(CC(CC(CCC)C)C)C 4,6,8,10-Tetramethyl-tridecanol